CC(CC(=O)C1C(=O)NCCC1)CC(C)(C)C 3,5,5-trimethylhexanoyl-valerolactam